2-(Hydroxymethyl)-1-propyl-1H-benzo[d]imidazole-5-carbonitrile OCC1=NC2=C(N1CCC)C=CC(=C2)C#N